C(C)(C)(C)[Si](C)(C)OC[C@@H]1OC(OC1)(C)C (R)-tert-butyl-((2,2-dimethyl-1,3-dioxolan-4-yl)methoxy)dimethylsilane